C(CCC)[Si](C)(C)C1=CC(=C(C(=C1)OC)C1CCCCCC1)OC butyl-(4-cycloheptyl-3,5-dimethoxyphenyl)dimethylsilane